ClC1=C(C=CC=C1C1=C(C(=NC=C1)C1=CC(=C(C(=C1)OC)C=O)F)Cl)C1=CC=C(C(=N1)OC)CN(C(OC(C)(C)C)=O)C[C@H]1NC(CC1)=O tert-butyl (S)-((6-(2-chloro-3-(3-chloro-2-(3-fluoro-4-formyl-5-methoxyphenyl)pyridin-4-yl)phenyl)-2-methoxypyridin-3-yl)methyl)((5-oxopyrrolidin-2-yl)methyl)carbamate